FC(C1=CC=C(C=N1)NC(NC1=CC=C(C=C1)S(=O)(=O)N1[C@@H](CCC1)C(=O)OC)=O)(F)F methyl ((4-(3-(6-(trifluoromethyl)pyridin-3-yl)ureido)phenyl)sulfonyl)-L-prolinate